C(C)(=O)O[C@@H]1C(CC2=C(C=CC(=C12)SC(F)(F)F)C1CCC(C2=CC(=CC(=C12)F)F)(F)F)(F)F [(1S)-2,2-difluoro-4-[4,4,6,8-tetrafluorotetralin-1-yl]-7-(trifluoromethylsulfanyl)indan-1-yl] acetate